1-(1-fluorocyclopropyl)-4-methylbenzene FC1(CC1)C1=CC=C(C=C1)C